C1(=CC=CC=C1)NC1=C(C(=O)O)C=CC=C1 o-(N-phenylamino)benzoic acid